Pyrimidin-4(2H)-one N1CNC(C=C1)=O